C(C)(=O)N1CC(C1)N1N=CC(=C1C(=O)NC1=NC=C(C=C1C)C#CC1=CC=CC=C1)Cl 1-(1-acetylazetidin-3-yl)-4-chloro-N-(3-methyl-5-(phenylethynyl)pyridin-2-yl)-1H-pyrazole-5-carboxamide